4-(hexadecyldisulfanyl)butyl hydrogen ((2-(6-amino-9H-purin-9-yl)ethoxy)methyl)phosphonate NC1=C2N=CN(C2=NC=N1)CCOCP(OCCCCSSCCCCCCCCCCCCCCCC)(O)=O